COCO[C@]1([C@@H]([C@]2(CCCC([C@@H]2CC1)(C)C)C)CC=O)C 2-((1r,2r,4as,8as)-2-(methoxymethoxy)-2,5,5,8A-tetramethyldecahydronaphthalen-1-yl)acetaldehyde